Cl.C(C=C)NCC(=O)O 2-(N-allylamino)acetic acid hydrochloride